N1C=CC2=CC=C(C=C12)CC#CC=1C([C@H](C(=NC1)N1CCC2(CC1)C(C1=CC=CC=C1C2)N)C)=O (S)-5-(3-(1H-indol-6-yl)prop-1-yn-1-yl)-2-(1-amino-1,3-dihydro-spiro[inden-2,4'-piperidin]-1'-yl)-3-methylpyridin-4(3H)-one